4-bromo-6,7-difluoro-1H-indole BrC1=C2C=CNC2=C(C(=C1)F)F